FC1CC(C1)(C1=NN=CN1C)C=1C=C(C=CC1)N1C(C2=CC(=CC(=C2C1)C(F)(F)F)CNC1(CCC1)C)=O 2-(3-((1s,3s)-3-fluoro-1-(4-methyl-4H-1,2,4-triazol-3-yl)cyclobutyl)phenyl)-6-(((1-methylcyclobutyl)amino)methyl)-4-(trifluoromethyl)isoindolin-1-one